C1NCC12CCC(CC2)NC2=C(C=C1C(=NN(C1=C2)C)C2C(NC(CC2)=O)=O)F 3-[6-(2-azaspiro[3.5]nonan-7-ylamino)-5-fluoro-1-methyl-indazol-3-yl]piperidine-2,6-dione